NC1=C(C(=CC(=C1)F)F)NC(C)=O N-(2-amino-4,6-difluorophenyl)acetamide